tert-Butyl benzyl(3,4-bis(hydroxymethyl)cyclopentyl)carbamate C(C1=CC=CC=C1)N(C(OC(C)(C)C)=O)C1CC(C(C1)CO)CO